(-)-thymol C1=C(C)C=CC(C(C)C)=C1O